quinolyl-1-ethanethione N1=C(C=CC2=CC=CC=C12)C(C)=S